4-PROPYLCYCLOHEX-1-ENYLBORONIC ACID C(CC)C1CC=C(CC1)B(O)O